N=1C=NN2C1CN(CC2)C=2SC(=CN2)C(=O)NC(CCCC)CC2=CNC1=CC=CC=C21 2-(6,8-dihydro-5H-[1,2,4]triazolo[1,5-a]pyrazin-7-yl)-N-[1-(1H-indol-3-ylmethyl)pentyl]thiazole-5-carboxamide